C(C)OC(C(C(CC(C)C)=C[N+](=O)[O-])C(C)=O)=O 2-acetyl-3-nitromethylene-5-methyl-hexanoic acid ethyl ester